tert-Butyl 4-(4-(trifluoromethyl)phenyl)piperazine-1-carboxylate FC(C1=CC=C(C=C1)N1CCN(CC1)C(=O)OC(C)(C)C)(F)F